4-({5-[3-iodo-5-methyl-4-(propan-2-yl)-1H-pyrazol-1-yl]-2-methyl-2H-pyrazolo[3,4-b]pyridin-6-yl}methyl)morpholine IC1=NN(C(=C1C(C)C)C)C1=CC=2C(N=C1CN1CCOCC1)=NN(C2)C